2-amino-N-((S)-1-amino-1-oxo-3-((S)-2-oxopiperidin-3-yl)propan-2-yl)-3-(2,2-dimethylcyclopropyl)propanamide NC(C(=O)N[C@H](C(=O)N)C[C@H]1C(NCCC1)=O)CC1C(C1)(C)C